Tribromoneopentyl butyrate C(CCC)(=O)OC(C(CBr)(C)C)(Br)Br